C(C(=C)C)(=O)OCCC[Si](OC)(OC)OC 3-Methacryloxypropyl-trimethoxysilan